2-(4-((1H-indazol-5-yl)amino)pyrimidin-2-yl)-N-isopropylbenzo[b]thiophene-6-carboxamide N1N=CC2=CC(=CC=C12)NC1=NC(=NC=C1)C1=CC2=C(S1)C=C(C=C2)C(=O)NC(C)C